BrC1=NC(=CN2C1=NC(=C(C2=O)C)C)Cl 9-bromo-7-chloro-2,3-dimethyl-pyrazino[1,2-a]pyrimidin-4-one